C(#N)C=1C(=CC(=NC1)NC(=O)N1CCCC2=CC(=C(N=C12)C=O)CN1C(CN(CC1)C)=O)N1CSCC1 N-(5-cyano-4-(thiazolidin-3-yl)pyridin-2-yl)-7-formyl-6-((4-methyl-2-oxopiperazin-1-yl)methyl)-3,4-dihydro-1,8-naphthyridine-1(2H)-carboxamide